C(#N)C(C)(C)C1=CC(=NC=C1)C=1NC2=CC(=C(C=C2C1)SC(C(=O)O)(C)C)F 2-((2-(4-(2-Cyanopropan-2-yl)pyridin-2-yl)-6-fluoro-1H-indol-5-yl)thio)-2-methylpropanoic acid